(1S,2R)-1-benzyl-2-(4-(methoxycarbonyl)phenyl)cyclopropane-1-carboxylic acid C(C1=CC=CC=C1)[C@@]1([C@H](C1)C1=CC=C(C=C1)C(=O)OC)C(=O)O